N1=NC(C2=C1CCCCCCCCC2)=O Pyrazolocycloundecan-3-one